2-chlorothiazolo[5,4-c]Pyridine ClC=1SC=2C=NC=CC2N1